[N+](=O)([O-])C1=CC=CC(=C1)[N+](=O)[O-] 2,4-dinitrobenzene